C(CCCCCCC\C=C/CCCCCCCC)(=O)OCC(COC(CCCCCCC\C=C/CCCCCCCC)=O)(COC(CCCCCCC\C=C/CCCCCCCC)=O)NC(CCCN(C)C)=O 2-(4-(dimethylamino)butanamido)-2-((oleoyloxy)methyl)propane-1,3-diyl dioleate